dithienothiaole S1C=CC2=C1C1=C(S2)SC=C1